O=C(CN1C[C@H](CC1)NC1=C2C=C(C=NC2=CC=C1)C#N)N1[C@@H](CCC1)C#N 5-[[(3S)-1-[2-Oxo-2-[(2S)-2-cyanopyrrolidin-1-yl]ethyl]pyrrolidin-3-yl]amino]chinolin-3-carbonitril